(R)-5-(1-(3,5-dichloropyridin-4-yl)ethoxy)-3-(6-fluoropyridin-3-yl)-1H-indazole ClC=1C=NC=C(C1[C@@H](C)OC=1C=C2C(=NNC2=CC1)C=1C=NC(=CC1)F)Cl